ClC/C=C/C(=O)N1CC2=C(C(C1)C1=C(C(=CC=C1)F)C=1C(=NN(C1)CC)C(F)(F)F)C=C(S2)C#N (E)-6-(4-chlorobut-2-enoyl)-4-(2-(1-ethyl-3-(trifluoromethyl)-1H-pyrazol-4-yl)-3-fluorophenyl)-4,5,6,7-tetrahydrothieno[2,3-c]pyridine-2-carbonitrile